NCCCN1C(NCC1)=O 1-(3-amino-propyl)-imidazolidin-2-one